3-[7-(2,8-dimethylimidazo[1,2-b]pyridazin-6-yl)-5-fluoro-cinnolin-3-yl]-3-azabicyclo[3.1.0]hexan-6-amine CC=1N=C2N(N=C(C=C2C)C2=CC(=C3C=C(N=NC3=C2)N2CC3C(C3C2)N)F)C1